N,N-dimethyl-(ethyl)thiocarbamoyl chloride CN(C(=SCC)Cl)C